1-(2-chlorophenyl)-N-[4-(2,4-dioxo-1,2,3,4-tetrahydronaphtho[1,2-b][1,4]diazepine-5-yl)-2-hydroxyphenyl]methanesulfonamide ClC1=C(C=CC=C1)CS(=O)(=O)NC1=C(C=C(C=C1)N1C2=C(NC(CC1=O)=O)C1=CC=CC=C1C=C2)O